1-(5,7-dichloro-1,8-naphthyridin-3-yl)-N-methylpiperidin-4-amine ClC1=C2C=C(C=NC2=NC(=C1)Cl)N1CCC(CC1)NC